methyl 4-(7-chlorofuro[3,2-b]pyridin-2-yl)benzoate ClC1=C2C(=NC=C1)C=C(O2)C2=CC=C(C(=O)OC)C=C2